C1=C(C=CC=2OC3=C(C21)C=CC=C3)C3=CC=C(C=C3)C3(C(=NC2=CC=CC=C32)C3=CC=CC=C3)C3=CC=C2C1(C(=NC2=C3)C3=CC=CC=C3)C=3C=CC=CC3C3=CC2=C(OC4=C2C=CC=C4)C=C31 6'-(3-(4-(Dibenzo[b,d]furan-2-yl)phenyl)-2-phenyl-3H-indol-3-yl)-2'-phenylspiro[fluoreno[2,3-b]benzofuran-7,3'-indole]